tert-butyl ((1s,3s)-3-((5-bromo-1-tosyl-1H-pyrrolo[2,3-b]pyridin-4-yl)amino)cyclobutyl)carbamate BrC=1C(=C2C(=NC1)N(C=C2)S(=O)(=O)C2=CC=C(C)C=C2)NC2CC(C2)NC(OC(C)(C)C)=O